3-benzoyl-1-((2R,3R,4S,5R)-4-((tert-butyldimethylsilyl)oxy)-5-(((tert-butyldimethylsilyl)oxy)methyl)-3-(methoxymethyl)tetrahydrofuran-2-yl)pyrimidine C(C1=CC=CC=C1)(=O)N1CN(C=CC1)[C@@H]1O[C@@H]([C@H]([C@H]1COC)O[Si](C)(C)C(C)(C)C)CO[Si](C)(C)C(C)(C)C